5-chloro-N-hydroxy-1-methyl-2,3-dihydro-1H-indole-6-sulfonamide ClC=1C=C2CCN(C2=CC1S(=O)(=O)NO)C